5-benzyl-2,2-dimethyl-1-(1H-1,2,4-triazol-1-ylmethyl)cyclopentanol C(C1=CC=CC=C1)C1CCC(C1(O)CN1N=CN=C1)(C)C